tert-butyl 4-(2-(3-cyclopropyl-1-(trans-3-(hydroxymethyl)cyclobutyl)-1H-pyrazol-4-yl)-5-fluoropyridin-3-yl)piperazine-1-carboxylate C1(CC1)C1=NN(C=C1C1=NC=C(C=C1N1CCN(CC1)C(=O)OC(C)(C)C)F)[C@@H]1C[C@H](C1)CO